C(#N)C1CC2(C1)CC(N(CC2)CC2=C1C=CNC1=C(C=C2OC)C)C2=CC=C(C(=O)N[C@@H](C)C(=O)O)C=C2 (4-(2-cyano-7-((5-methoxy-7-methyl-1H-indol-4-yl)methyl)-7-azaspiro[3.5]nonan-6-yl)benzoyl)-L-alanine